2-bromo-1-(1-(methoxymethyl)-2-oxabicyclo[2.1.1]hex-4-yl)ethan-1-one BrCC(=O)C12COC(C1)(C2)COC